tert-butyl N-(2-cyano-2-methylideneethyl)-N-[2-(2-methoxyethoxy)-7-(4-{[(1r,4r)-4-(dimethylamino) cyclohexyl] carbamoyl}pyrimidin-2-yl)naphthalen-1-yl]carbamate C(#N)C(CN(C(OC(C)(C)C)=O)C1=C(C=CC2=CC=C(C=C12)C1=NC=CC(=N1)C(NC1CCC(CC1)N(C)C)=O)OCCOC)=C